CC1CN(CCN1)C1=CC=C(C=N1)[C@]1(NNC2=C1N=C(N=C2)N2CCCCC2)CCCCCC\C=C/CCCCCCCCOC(CCCCCCCCCCCCCCCCCCCCCCCCCCCCCCCCCCCCCC)=O.C2(NCC1CC=CC=C21)=O dihydroisoindolinone (R)-3-(6-(3-methylpiperazin-1-yl)pyridin-3-yl)-5-(piperidin-1-yl)-1H-pyrazolo[4,3-d]pyrimidinepalmitoleyl-nonatriacontanoate